C(C)(C)(C)OC(NC=1C=C2C=CN(C2=CC1Cl)C1=CC=C(C=C1)C(F)(F)F)=O tert-butyl-(6-chloro-1-(4-(trifluoromethyl)phenyl)-1H-indol-5-yl)carbamate